N-cyclopropyl-4-methyl-3-{1-[2-(pyrrolidin-1-yl)-1,3-thiazol-5-yl]-1H-pyrazol-4-yl}benzamide C1(CC1)NC(C1=CC(=C(C=C1)C)C=1C=NN(C1)C1=CN=C(S1)N1CCCC1)=O